NC1=NC2=C(C=C(C1)C(=O)N(CCC)OCCNC(N(C)C)=O)C=CC(=C2)C=2C=NC(=NC2)CN 2-amino-8-[2-(aminomethyl)pyrimidin-5-yl]-N-[2-(dimethylcarbamoylamino)ethoxy]-N-propyl-3H-1-benzazepin-4-carboxamide